C(C(=O)C)OCC(C)=O 1-acetonyloxypropan-2-one